3-(4-(4-((1-(2-bromo-5-methoxy-4-nitrophenyl)piperidin-4-yl)methyl)piperazin-1-yl)-2-Fluorophenyl)piperidine-2,6-dione BrC1=C(C=C(C(=C1)[N+](=O)[O-])OC)N1CCC(CC1)CN1CCN(CC1)C1=CC(=C(C=C1)C1C(NC(CC1)=O)=O)F